FC1(C(C1)C1=CC=C(N(C)C)C=C1)F 4-(2,2-difluorocyclopropyl)-N,N-dimethylaniline